N1N=NC=2CN(CCC21)C(CC=2OC(=NN2)C=2C=NC(=NC2)NC2CC1=CC=C(C=C1C2)C(F)(F)F)=O 1-(1,4,6,7-tetrahydro-5H-[1,2,3]triazolo[4,5-c]pyridin-5-yl)-2-(5-(2-((5-(trifluoromethyl)-2,3-dihydro-1H-inden-2-yl)amino)pyrimidin-5-yl)-1,3,4-oxadiazol-2-yl)ethan-1-one